CC=1C=CC2=C(OCC(N2CC(=O)NC2=NN=C(N2)C2=NC=CC=C2)=O)C1 2-(7-METHYL-3-OXO-2,3-DIHYDRO-4H-BENZO[B][1,4]OXAZIN-4-YL)-N-(5-(PYRIDIN-2-YL)-4H-1,2,4-TRIAZOL-3-YL)ACETAMIDE